BrC1=CC(=C(C=C1)NCC(=O)OC)OCC Methyl (4-bromo-2-ethoxyphenyl)glycinate